COC=1C(=C2C=CNC2=C(C1)C)CN1[C@H](C[C@H](CC1)NCC1(CC1)C(F)(F)F)C1=CC=C(C(=O)O)C=C1 4-((2R,4S)-1-((5-methoxy-7-methyl-1H-indol-4-yl)methyl)-4-(((1-(trifluoromethyl)cyclopropyl)methyl)amino)piperidin-2-yl)benzoic acid